ClC=1OC2=C(N1)C=C(C=C2)[N+](=O)[O-] 2-chloro-5-nitro-1,3-benzoxazole